S-(2-(2,5-dimethyl-1H-pyrrol-1-yl)ethyl) ethanethioate C(C)(SCCN1C(=CC=C1C)C)=O